4-iodo-6-(trifluoromethyl)pyridin-2(1H)-one IC1=CC(NC(=C1)C(F)(F)F)=O